N,N'-Bis(β-naphthyl)-p-phenylendiamin C1=C(C=CC2=CC=CC=C12)NC1=CC=C(C=C1)NC1=CC2=CC=CC=C2C=C1